6-tert-butyl-9-[2-(dimethylamino)pyrimidin-5-yl]-10-methoxy-2-oxo-6,7-dihydro-2H-pyrido[2,1-a]isoquinoline-3-carboxylic acid methyl ester COC(=O)C=1C(C=C2N(C(CC3=CC(=C(C=C23)OC)C=2C=NC(=NC2)N(C)C)C(C)(C)C)C1)=O